O1C(=CC=C1)C=1C=C2CC(N=CC2=C2C1OCC2)C(C)C 6-(Furan-2-yl)-3-isopropyl-3,4,8,9-tetrahydrofuro[2,3-h]Isoquinoline